C(C1=CC=CC=C1)N1N=CC(=C1)C1=CN(C[C@H]2N1CCC2)C(=O)OCC2=CC=CC=C2 Benzyl (8aS)-4-(1-benzylpyrazol-4-yl)-6,7,8,8a-tetrahydro-1H-pyrrolo[1,2-a]pyrazine-2-carboxylate